CN1CC=2N(N=CC2C1)C dimethyl-1,4,5,6-tetrahydropyrrolo[3,4-c]pyrazol